Tert-butyl (S)-2-ethynyl-pyrrolidine-1-carboxylate C(#C)[C@H]1N(CCC1)C(=O)OC(C)(C)C